1-(8-chloro-5-(2-morpholinoethoxy)quinolin-2-yl)-4-(trifluoromethoxy)benzene-1,2-diamine ClC=1C=CC(=C2C=CC(=NC12)C1(C(C=C(C=C1)OC(F)(F)F)N)N)OCCN1CCOCC1